N=1NN=NC1CNC(OCC1=CC=CC=C1)=O benzyl ((2H-tetrazol-5-yl)methyl)carbamate